1-(3-methyl-1-buten-2-yl)-3-(2-(pyrrolidin-1-yl)ethyl)-1,3-dihydro-2H-imidazo[4,5-g]quinolin-2-one CC(C(=C)N1C(N(C=2C1=CC=1C=CC=NC1C2)CCN2CCCC2)=O)C